C(C1=CC=CC=C1)NC(N(C1=NC=C(C=C1)C=1C=NN(C1)C)[C@@H]1CC[C@H](CC1)NC1=NC=C(C(=N1)C1=CC(=CC=C1)F)C#N)=O 3-benzyl-1-(trans-4-((5-cyano-4-(3-fluoro-phenyl)pyrimidin-2-yl)amino)cyclohexyl)-1-(5-(1-methyl-1H-pyrazol-4-yl)pyridin-2-yl)urea